Di-(tert-amyl) peroxide C(C)(C)(CC)OOC(C)(C)CC